C(CCC(=O)O)(=O)O.N1C(=NC=C1)N.C(CCC(=O)O)(=O)O.C(CCC(=O)O)(=O)O.N1C(=NC=C1)N imidazol-2-amine sesquisuccinate